diphenylamine trioxalate C(C(=O)O)(=O)O.C(C(=O)O)(=O)O.C(C(=O)O)(=O)O.C1(=CC=CC=C1)NC1=CC=CC=C1